BrC1=CC(=NC=C1)N1NC=NC1=O (4-bromo-2-pyridinyl)-1H-1,2,4-triazol-5-one